ClC1=NC(=CN=C1)N1CC(C1)OC 2-chloro-6-(3-methoxyazetidin-1-yl)pyrazine